4-(difluoromethoxy)-3-(2,6-dimethylphenyl)benzaldehyde FC(OC1=C(C=C(C=O)C=C1)C1=C(C=CC=C1C)C)F